4-(3-(2,2,2-trifluoro-1-hydroxyethyl)-1H-indol-5-yl)-5,6-dihydropyridine-1(2H)-carboxylic acid tert-butyl ester C(C)(C)(C)OC(=O)N1CC=C(CC1)C=1C=C2C(=CNC2=CC1)C(C(F)(F)F)O